Cl.C[C@@H]1NCC[C@@H](C1)C(=O)O (2S,4S)-2-methylpiperidine-4-carboxylic acid hydrogen chloride